C(C)(C)C1=C(C=C(C=C1OC)C=1OC=2C=NC=CC2N1)OC 2-(4-Isopropyl-3,5-dimethoxyphenyl)oxazolo[5,4-c]pyridine